3-(trifluoromethyl)-1H-pyrazole-4-carboxylic acid ethyl ester C(C)OC(=O)C=1C(=NNC1)C(F)(F)F